methyl 2-(7-(1-(tert-butoxycarbonyl)piperidin-4-yl)-1-(cyclopropylmethyl)-5-fluoro-1H-indol-2-yl)-4-methoxy-3-methylpyrazolo[1,5-a]pyridine-6-carboxylate C(C)(C)(C)OC(=O)N1CCC(CC1)C=1C=C(C=C2C=C(N(C12)CC1CC1)C1=NN2C(C(=CC(=C2)C(=O)OC)OC)=C1C)F